2,3-dimethyl-9,10-di(n-pentyloxy)anthracene CC1=CC2=C(C3=CC=CC=C3C(=C2C=C1C)OCCCCC)OCCCCC